4-(N-methyl-N-(3-L-serylamino-4-methoxyphenyl)-amino)coumarin CN(C1=CC(=C(C=C1)OC)NC([C@@H](N)CO)=O)C1=CC(OC2=CC=CC=C12)=O